1-bromo-3-(2-methoxyethoxy)benzene BrC1=CC(=CC=C1)OCCOC